4-[5-(1-aminocyclopropyl)pyrimidin-2-yl]-3-(5-cyclopropyl-2-methylpyrazol-3-yl)oxybenzonitrile NC1(CC1)C=1C=NC(=NC1)C1=C(C=C(C#N)C=C1)OC=1N(N=C(C1)C1CC1)C